(3S)-3-(7-chloro-1,4-dimethyl-1H-benzotriazol-5-yl)-3-(7-{[(4R)-8-chloro-4-ethyl-1,1-dioxo-3,4-dihydro-2H-pyrido[2,3-b][1,4,5]oxathiazepin-2-yl]methyl}-1-benzothien-5-yl)propionic acid ClC1=CC(=C(C2=C1N(N=N2)C)C)[C@@H](CC(=O)O)C=2C=C(C1=C(C=CS1)C2)CN2S(C1=C(O[C@@H](C2)CC)N=CC(=C1)Cl)(=O)=O